NC1=CC2=C(N(C(=N2)C[C@@H](C(=O)OCC)NC([C@H](CC(C)C)NC(=O)OC(C)(C)C)=O)C)C=C1 ethyl (2S)-3-(5-amino-1-methyl-benzimidazol-2-yl)-2-[[(2S)-2-(tert-butoxycarbonylamino)-4-methyl-pentanoyl]amino]propanoate